CC1=NN(C2=CC(=CC=C12)N)CCC1CCN(CC1)C 3-Methyl-1-(2-(1-methylpiperidin-4-yl)ethyl)-1H-indazol-6-amine